2-acetylnaphtho[2,3-b]furan-4,9-diyl (2S,2'S)-bis(2-((tert-butoxy-carbonyl)amino)propanoate) C(C)(C)(C)OC(=O)N[C@H](C(=O)OC1=C2C=CC=CC2=C(C=2OC(=CC21)C(C)=O)OC(C(C)NC(=O)OC(C)(C)C)=O)C